(E)-4-(3-(4-(2,2-difluorobenzo[d][1,3]dioxol-5-carbonyl)piperazin-1-yl)-3-oxoprop-1-en-1-yl)benzonitrile FC1(OC2=C(O1)C=CC(=C2)C(=O)N2CCN(CC2)C(/C=C/C2=CC=C(C#N)C=C2)=O)F